8-methoxy-2-[(4-methoxyphenyl)methyl]-4-methylisoquinolin-1-one COC=1C=CC=C2C(=CN(C(C12)=O)CC1=CC=C(C=C1)OC)C